C(C)(C)(C)OC(=O)N1[C@](CCC1=O)(C(=O)O)C methyl-(R)-5-oxopyrrolidine-1,2-dicarboxylic acid 1-(tert-butyl) ester